FC1(C2(CN(C2)C(=O)OCC2=CC=CC=C2)CCNC1C)F Benzyl 5,5-difluoro-6-methyl-2,7-diazaspiro[3.5]nonane-2-carboxylate